N-((2-(6-(2-cyclobutylpiperazin-1-yl)pyridin-2-yl)-1,6-naphthyridin-7-yl)methyl)-4-methyl-3-(methylsulfonyl)benzamide C1(CCC1)C1N(CCNC1)C1=CC=CC(=N1)C1=NC2=CC(=NC=C2C=C1)CNC(C1=CC(=C(C=C1)C)S(=O)(=O)C)=O